3-[(3-hydroxycyclopentyl)oxy]-6-(2-hydroxypropan-2-yl)-2,3-dihydro-1H-isoindol-1-one OC1CC(CC1)OC1NC(C2=CC(=CC=C12)C(C)(C)O)=O